BrC=1C=C(NC1)C(=O)NCC(C1=CC=C(C=C1)OCOC)O 4-bromo-N-(2-hydroxy-2-(4-(methoxymethoxy)phenyl)ethyl)-1H-pyrrole-2-carboxamide